tert-butyl (E)-(2-((4-(3,4-difluorophenyl)-5-oxo-4,5-dihydro-1H-1,2,4-triazol-1-yl)methyl)-3-fluoroallyl)carbamate FC=1C=C(C=CC1F)N1C=NN(C1=O)C\C(\CNC(OC(C)(C)C)=O)=C\F